C(C(=C)C)(=O)O.OCCN1C(CCC1)=O 2-hydroxylethyl-pyrrolidone methacrylate